4-(vinyloxy)butyl stearate C(CCCCCCCCCCCCCCCCC)(=O)OCCCCOC=C